[Cl-].C[N+](CC(COCCCCCCCC\C=C/CCCCCCCC)OCCCCCCCC\C=C/CCCCCCCC)(C)C trimethyl-2,3-dioleoxypropyl-ammonium chloride